tert-butyl 4-(2-hydroxyphenyl)-1H-imidazole-1-carboxylate OC1=C(C=CC=C1)C=1N=CN(C1)C(=O)OC(C)(C)C